dimethylsilylene(N-t-butylamino)(2,7-di-t-butylfluorenyl)titanium dichloride [Cl-].[Cl-].C[Si](=[Ti+2](C1=C(C=CC=2C3=CC=C(C=C3CC12)C(C)(C)C)C(C)(C)C)NC(C)(C)C)C